8-((2S,SR)-4-(4-(4-fluorophenyl)thiazol-2-yl)-2,5-dimethylpiperazin-1-yl)-5-methyl-6-oxo-5,6-dihydro-1,5-naphthyridine-2-carbonitrile FC1=CC=C(C=C1)C=1N=C(SC1)N1C[C@@H](N(C[C@@H]1C)C1=CC(N(C=2C=CC(=NC12)C#N)C)=O)C |&1:17|